trans-N-(3-(1-(difluoromethyl)-1H-pyrazol-4-yl)-1-methylpiperidin-4-yl)-2,2-dimethyl-3-((3-(trifluoromethyl)pyridin-2-yl)oxy)propanamide FC(N1N=CC(=C1)[C@@H]1CN(CC[C@H]1NC(C(COC1=NC=CC=C1C(F)(F)F)(C)C)=O)C)F